2,4-Dimethylnitrobenzene CC1=CC(=C(C=C1)[N+](=O)[O-])C